2-(trifluoromethyl)-3-pyridinecarbonitrile FC(C1=NC=CC=C1C#N)(F)F